2-(2-{6-cyclopropyl-4-[4-fluoro-2-(4-methyl-1,2,4-triazol-3-yl)phenyl]Pyridin-2-yl}-7-methyl-1,3-benzooxazol-5-yl)propan-2-amine C1(CC1)C1=CC(=CC(=N1)C=1OC2=C(N1)C=C(C=C2C)C(C)(C)N)C2=C(C=C(C=C2)F)C2=NN=CN2C